CC1=C(C2=C(N=N1)SC1=C2N=CN=C1NCC1=CC=C(C(=O)NC2(CC2)C)C=C1)C 4-[[(3,4-dimethylpyrimidino[4',5':4,5]thieno[2,3-c]pyridazin-8-yl)amino]methyl]-N-(1-methylcyclopropyl)benzamide